ClC=1C=C(C=CC1C)NC(=O)NCCCCSC1=C2CN(C(C2=CC=C1)=O)C1C(NC(CC1)=O)=O 1-(3-chloro-4-methylphenyl)-3-(4-((2-(2,6-dioxopiperidin-3-yl)-1-oxoisoindolin-4-yl)thio)butyl)urea